2,4-diphenyl-6-[2-hydroxy-4-(2-methacryloyloxyethoxy)phenyl]-s-triazine C1(=CC=CC=C1)C1=NC(=NC(=N1)C1=CC=CC=C1)C1=C(C=C(C=C1)OCCOC(C(=C)C)=O)O